(1-(5-(3-methoxytetrahydrofuran-3-yl)pyridin-3-yl)-1H-pyrazolo[4,3-c]pyridin-6-yl)acetamide tert-Butyl-((2S,3S)-1-((4-fluoro-2-formylphenyl)amino)-3-methyl-1-oxopentan-2-yl)carbamate C(C)(C)(C)N(C(O)=O)[C@H](C(=O)NC1=C(C=C(C=C1)F)C=O)[C@H](CC)C.COC1(COCC1)C=1C=C(C=NC1)N1N=CC=2C=NC(=CC21)CC(=O)N